2-(2-ethylbutoxy)ethanol C(C)C(COCCO)CC